C(C)(C)(C)C1=NC2=CC(=CC=C2C=C1C(=O)NCC1=CC(=CC=C1)F)C(F)(F)F 2-tert-butyl-N-[(3-fluorophenyl)-methyl]-7-(trifluoromethyl)-quinoline-3-carboxylic acid amide